FC(C(=O)OCCCCCCNC(=O)C1C[C@H](C([C@@H](C1)OCCC(=O)OC1=C(C(=C(C(=C1F)F)F)F)F)OCCC(=O)OC1=C(C(=C(C(=C1F)F)F)F)F)OCCC(=O)OC1=C(C(=C(C(=C1F)F)F)F)F)(F)F tris(perfluorophenyl) 3,3',3''-(((1R,2S,3R,5S)-5-((6-(2,2,2-trifluoroacetoxy)hexyl)carbamoyl)cyclohexane-1,2,3-triyl)tris(oxy))tripropionate